C(C)(C)(C)OC(=O)N1CCC2(C[C@@H](N(C2=O)C)CCN2[C@H](CN(CC2)C2=CC=C(C=C2)F)C)CC1 (R)-3-(2-((S)-4-(4-fluorophenyl)-2-methylpiperazin-1-yl)ethyl)-2-methyl-1-oxo-2,8-diazaspiro[4.5]decane-8-carboxylic acid tert-butyl ester